S1C=NC2=C1C=CC(=C2)NC2=C1C(=NC=C2)SC(=C1)C=1C(N(CC1)C(=O)OCC1=CC=CC=C1)C benzyl 3-(4-(benzo[d]thiazol-5-ylamino) thieno[2,3-b]pyridin-2-yl)-2-methyl-2,5-dihydro-1H-pyrrole-1-carboxylate